S1C=NC=C1S(=O)(=O)N 1,3-thiazol-5-sulfonamid